2-(1-(4-((4-(4-(2-(dimethylamino)ethyl)piperazin-1-yl)phenyl)amino)-5-oxo-5,6-dihydropyrimido[4,5-d]pyridazin-2-yl)piperidin-4-yl)acetonitrile CN(CCN1CCN(CC1)C1=CC=C(C=C1)NC1=NC(=NC=2C=NNC(C21)=O)N2CCC(CC2)CC#N)C